CC1=C(C(=O)P(C2=C(C=C(C=C2)OCCCCC)OCCCCC)(C(C2=C(C=C(C=C2C)C)C)=O)=O)C(=CC(=C1)C)C bis(2,4,6-trimethylbenzoyl)-(2,4-bispentyloxyphenyl)phosphine oxide